NC1=NC(=NC(=C1C1C(CC1)(C(=O)N)C)N)C1=NN(C2=NC=C(C=C21)F)CC2=C(C=CC=C2F)F (4,6-diamino-2-(1-(2,6-difluorobenzyl)-5-fluoro-1H-pyrazolo[3,4-b]pyridin-3-yl)pyrimidin-5-yl)-1-methylcyclobutane-1-carboxamide